(R)-5-chloro-4-(6-((2,2-difluorocyclopropyl)methoxy)pyridin-3-yl)-2-fluoroaniline ClC=1C(=CC(=C(N)C1)F)C=1C=NC(=CC1)OC[C@@H]1C(C1)(F)F